chloro-1-methyl-1H-pyrazolo[3,4-b]pyridine ClC1=NN(C2=NC=CC=C21)C